O.NCC(=O)O aminoacetic acid, hydrate